NC=1C2=C(N=CN1)SC(=N2)C=2C=C(C=CC2OC)C#C[C@]2(C(N(CC2)C)=O)O (R)-3-((3-(7-aminothiazolo[5,4-d]pyrimidin-2-yl)-4-methoxyphenyl)ethynyl)-3-hydroxy-1-methylpyrrolidin-2-one